Bis(2-ethylbutyl) 7,7'-((4-((2-(4-(2-((4-(bis(2-hydroxy-7-(isopentyloxy)-7-oxoheptyl)amino)-butanoyl)oxy)ethyl)piperazin-1-yl)ethyl)disulfaneyl)butyl)azanediyl)bis(6-hydroxyheptanoate) OC(CN(CCCC(=O)OCCN1CCN(CC1)CCSSCCCCN(CC(CCCCC(=O)OCC(CC)CC)O)CC(CCCCC(=O)OCC(CC)CC)O)CC(CCCCC(OCCC(C)C)=O)O)CCCCC(=O)OCCC(C)C